C(=O)C1=CC=C(C=C1)C1=CC=C(C=C1)C1=CC(=CC(=C1)C1=CC=C(C=C1)C1=CC=C(C=C1)C=O)C1=CC=C(C=C1)C1=CC=C(C=C1)C=O 1,3,5-Tris(4'-formyl[1,1'-biphenyl]-4-yl)-benzene